1,3,5-triazine-2,4-dicarboxylic acid N1=C(N=C(N=C1)C(=O)O)C(=O)O